(E)-3-methyl-benzoic acid methyl ester COC(C1=CC(=CC=C1)C)=O